4-(6-oxo-1-(2,2,2-trifluoroethyl)-2-(trifluoromethyl)-1,6-dihydrochromeno[7,8-d]imidazol-8-yl)benzonitrile O=C1C=C(OC2=C1C=CC=1N=C(N(C12)CC(F)(F)F)C(F)(F)F)C1=CC=C(C#N)C=C1